C(CCCCC)C1=CC=C(C=C)C=C1 para-hexylstyrene